4,5-dimethyl-6-(piperazin-1-yl)pyrimidine CC1=NC=NC(=C1C)N1CCNCC1